3-[3-[1-[6-(3-cyclopropyl-1,2,4-triazol-1-yl)-2-azaspiro[3.3]heptane-2-carbonyl]azetidin-3-yl]oxyphenyl]-2,2-dimethylpropionic acid C1(CC1)C1=NN(C=N1)C1CC2(CN(C2)C(=O)N2CC(C2)OC=2C=C(C=CC2)CC(C(=O)O)(C)C)C1